CC=1C=C(C=CC1C)OC1=CC=C(C=C1)N1C(NN=C1C)=O 4-{4-[(3,4-dimethylphenyl)oxy]phenyl}-5-methyl-2,4-dihydro-3H-1,2,4-triazol-3-one